C1=C(C=CC2=CC=CC=C12)[C@H](C)[NH-] (S)-N-(1-(naphthalen-2-yl)ethyl)-amide